COC1=C(C=CC(=C1)[C@@H]2[C@H]([C@@H](CO2)[C@@H](C3=CC(=C(C=C3)O)OC)O)CO)O The molecule is a lignan that consists of tetrahydrofuran ring substituted by a 4-hydroxy-3-methoxyphenyl group at position 5, a hydroxyphenyl group at position 4 and a hydroxy(4-hydroxy-3-methoxyphenyl)methyl group at position 3. It has been isolated from Taxus yunnanensis. It has a role as a plant metabolite. It is a lignan, a polyphenol, a tetrol, an oxolane and a member of guaiacols.